(S)-2-((1-((1,1-bis(3,5-dichlorophenyl)prop-1-en-2-yl)amino)-1-oxopropan-2-yl)carbamoyl)-4-methoxypyridin-3-yl propionate C(CC)(=O)OC=1C(=NC=CC1OC)C(N[C@H](C(=O)NC(=C(C1=CC(=CC(=C1)Cl)Cl)C1=CC(=CC(=C1)Cl)Cl)C)C)=O